diethylsilyl-bis(isobutylindenyl)zirconium dibromide [Br-].[Br-].C(C)[SiH](CC)[Zr+2](C1C(=CC2=CC=CC=C12)CC(C)C)C1C(=CC2=CC=CC=C12)CC(C)C